1-(2-(4-(2-methoxyethyl)piperazin-1-yl)benzo[d]oxazol-6-yl)-4-oxo-6-(4-(pyrrolidin-1-yl)phenyl)-1,4-dihydropyridine-3-carboxylic acid COCCN1CCN(CC1)C=1OC2=C(N1)C=CC(=C2)N2C=C(C(C=C2C2=CC=C(C=C2)N2CCCC2)=O)C(=O)O